2-(2,4-difluorophenyl)-6-methyl-4-(1-methyl-5-(3-(morpholinomethyl)phenyl)-2-oxo-1,2-dihydropyridin-4-yl)-1-tosyl-1,6-dihydro-7H-pyrrolo[2,3-c]pyridin-7-one FC1=C(C=CC(=C1)F)C1=CC2=C(C(N(C=C2C2=CC(N(C=C2C2=CC(=CC=C2)CN2CCOCC2)C)=O)C)=O)N1S(=O)(=O)C1=CC=C(C)C=C1